C(C)(C)(C)NC(CN(C=1C2=C(N=C(N1)C1=NC=CC(=C1)OCCN1[C@H]3CO[C@@H](C1)C3)CCC2)C)=O N-tert-butyl-2-{methyl[2-(4-{2-[(1R,4R)-2-oxa-5-azabicyclo[2.2.1]heptan-5-yl]ethoxy}pyridin-2-yl)-5H,6H,7H-cyclopenta[d]pyrimidin-4-yl]amino}acetamide